OCCNCCCCCCOC(C(CCCCCCCC)CCCCCC)=O.C(CCCCC)C(C(=O)OCCCCCCNCCO)CCCCCCCC 6-((2-hydroxyethyl)amino)hexyl 2-hexyldecanoate 6-((2-hydroxyethyl)amino)hexyl-2-hexyldecanoate